C(CCC=CCCCCCCCCCCCCC)(=O)[O-].[Zn+2].C(CCC=CCCCCCCCCCCCCC)(=O)[O-] zinc 4-octadecenate